C[C@H]1N(C[C@@H]([C@H]([C@@H]1O)O)O)C[C@@H]1CN(CC1)C1=NC(=CC=C1)C(F)(F)F (2R,3R,4R,5S)-2-methyl-1-(((R)-1-(6-(trifluoromethyl)pyridin-2-yl)pyrrolidin-3-yl)methyl)piperidine-3,4,5-triol